OC=1C=C(C=C(C1OC)OC)CCC1=CC(=C(C=C1)O)OC 3,4'-dihydroxy-3',4,5-trimethoxybibenzyl